CC(CS(=O)(=O)Cl)C 2-methylpropane-1-sulfonyl chloride